NC1=C(C=CC(=C1F)N(CC1=CC(=CC=C1)C(F)(F)F)CC#C)NC(OCC)=O ethyl (2-amino-3-fluoro-4-(prop-2-yn-1-yl(3-(trifluoromethyl)benzyl)amino)phenyl)carbamate